C(C)(C)(C)OC(=O)N1CC2C(C2C1)NC(C1=C(C=C(C=C1)NC(=O)C=1N(C(=CN1)C1=C(C(=C(C=C1)OC)F)F)C)Cl)=O (exo)-6-[[2-chloro-4-[[5-(2,3-difluoro-4-methoxy-phenyl)-1-methylimidazole-2-carbonyl]amino]benzoyl]amino]-3-azabicyclo[3.1.0]hexane-3-carboxylic acid tert-butyl ester